tert-butyl 4-(1-(2-methoxyethyl)-4-methyl-1H-pyrazol-5-yl)-3,6-dihydropyridine-1(2H)-carboxylate COCCN1N=CC(=C1C=1CCN(CC1)C(=O)OC(C)(C)C)C